IC1=CC(=NC(=C1)N1CCOCC1)N1C[C@@H](CC1)NC(OC(C)(C)C)=O tert-butyl N-[(3R)-1-[4-iodo-6-(morpholin-4-yl)pyridin-2-yl]pyrrolidin-3-yl]carbamate